C1(=CC=CC=C1)P(C1=CC=CC=C1)CC1=C(C=CC=C1)C1=C(C=CC=C1)CP(C1=CC=CC=C1)C1=CC=CC=C1 2,2'-Bis(diphenylphosphinomethyl)-1,1'-biphenyl